ClC1=CC(=CC(=N1)N1CCN(CC1)S(=O)(=O)C1=C(C=C(N)C=C1)OC)C(F)(F)F 4-[4-[6-Chloro-4-(trifluoromethyl)-2-pyridyl]piperazin-1-yl]sulfonyl-3-methoxy-aniline